3-phenyl-6-[1'-(propan-2-yl)-[1,4'-bipiperidine]-4-yl]-1,2-dihydroquinolin-2-one C1(=CC=CC=C1)C=1C(NC2=CC=C(C=C2C1)C1CCN(CC1)C1CCN(CC1)C(C)C)=O